(1,3-dimesitylimidazolin-2-ylidene)benzylideneruthenium dichloride C1(=C(C(=CC(=C1)C)C)N1C(N(CC1)C1=C(C=C(C=C1C)C)C)=[Ru](=CC1=CC=CC=C1)(Cl)Cl)C